CC(C(=O)OCCCCC#C)C=O hex-5-yn-1-yl 2-methyl-3-oxopropanoate